[Se]1NC(C=C1)=O Isoselenazol-3-one